FC(C(=O)NC1=NNC(=C1)OC(C)NC1=CC=C(C=C1)F)(F)F 2,2,2-trifluoro-N-(5-(2-((4-fluorophenyl)amino)-2-ethoxy)-1H-pyrazol-3-yl)acetamide